C(CCC#C)C=1OCCN1 2-(4-pentynyl)-2-oxazoline